2,3,7,8-Tetraaminophenoxazine-1,4,6,9-tetraone NC=1C(C=2NC=3C(C(=C(C(C3OC2C(C1N)=O)=O)N)N)=O)=O